3-[1-(2,6-dichloro-3-fluoro-phenyl)-ethoxy]-5-[4-(2-pyrrolidin-1-yl-ethoxy)-phenyl]-pyridin-2-ylamine ClC1=C(C(=CC=C1F)Cl)C(C)OC=1C(=NC=C(C1)C1=CC=C(C=C1)OCCN1CCCC1)N